8-bromo-7-chloro-1,6-naphthyridin-5-amine BrC1=C(N=C(C=2C=CC=NC12)N)Cl